ClC1=C(C=CC=C1)[C@H]1CC[C@H](N1C(=O)C1=CC(=C(C=C1)C1=CC=CC=C1)C)C(=O)O (2S,5R)-5-(2-chlorophenyl)-1-(2-methyl-[1,1'-biphenyl]-4-carbonyl)pyrrolidine-2-carboxylic acid